N-((5-Fluoro-2,3-dihydrobenzofuran-4-yl)methyl)-8-(5-(trifluoromethyl)-[1,2,4]triazolo[1,5-a]pyridin-8-yl)-[1,2,4]triazolo[4,3-c]pyrimidin-5-amine FC=1C=CC2=C(CCO2)C1CNC1=NC=C(C=2N1C=NN2)C=2C=1N(C(=CC2)C(F)(F)F)N=CN1